methyl 5-benzyl-3-((3-methyl-1-phenyl-1H-pyrazole-5-carboxamido)methyl)-4,5-dihydroisoxazole-5-carboxylate C(C1=CC=CC=C1)C1(CC(=NO1)CNC(=O)C1=CC(=NN1C1=CC=CC=C1)C)C(=O)OC